COC1=C(C=C(C=C1)N1CCC(CC1)(C)OC)S(=O)(=O)NC(=O)C1=NC2=CC=CC(=C2C=C1)C1=NC=CC=C1 N-((2-methoxy-5-(4-methoxy-4-methylpiperidin-1-yl)phenyl)sulfonyl)-5-(pyridin-2-yl)quinoline-2-carboxamide